C(CCCCCCCCCCC)C=1C(=C(C=CC1)S(=O)(=O)O)OC1=C(C=CC=C1)S(=O)(=O)[O-] dodecyl(sulfonatophenoxy)benzenesulfonic acid